3,3-dicyclopropyl-N-[4-[3,5-dimethyl-1-(2-trimethylsilylethoxymethyl)pyrazol-4-yl]phenyl]-2-(5-methyl-4-phenyl-1H-imidazol-2-yl)propanamide C1(CC1)C(C(C(=O)NC1=CC=C(C=C1)C=1C(=NN(C1C)COCC[Si](C)(C)C)C)C=1NC(=C(N1)C1=CC=CC=C1)C)C1CC1